C1(CCCC1)N1C(=CC2=C1N=C(N=C2)NC2=NC=C(C=C2)N2CCNCC2)C(=O)N(C)C 7-cyclopentyl-N,N-dimethyl-2-[(5-piperazin-1-yl-2-pyridinyl)amino]pyrrolo[2,3-d]-pyrimidine-6-carboxamide